2-(4-(2,4-dimethoxybenzyl)-2-(2-isopropylphenyl) piperazin-1-yl)-7-azaspiro[3.5]nonane-7-carboxylate COC1=C(CN2CC(N(CC2)C2CC3(C2)CCN(CC3)C(=O)[O-])C3=C(C=CC=C3)C(C)C)C=CC(=C1)OC